ethyl 2-chloro-2-fluoroacetate ClC(C(=O)OCC)F